ClC1=C(C=CC=C1)[C@@H]([C@H]1CCCC(N1C(=O)OC(C)(C)C)(C)C)O tert-butyl (R)-6-((S)-(2-chlorophenyl)(hydroxy)methyl)-2,2-dimethyl-piperidine-1-carboxylate